2-azabicyclo[2.2.2]octane-1-carboxylic acid C12(NCC(CC1)CC2)C(=O)O